ClC=1N=CC2=C(N1)NC(CC2)=O chloro-5H,6H,7H,8H-pyrido[2,3-d]pyrimidin-7-one